ClC1=C(C=C(C=C1)C1=NN(C=C1)C)CNC1=NN2C(NC(=CC2=O)C)=N1 2-[[2-chloro-5-(1-methylpyrazol-3-yl)phenyl]methylamino]-5-methyl-4H-[1,2,4]triazolo[1,5-a]-pyrimidin-7-one